BrC1=NN2C(N=C(C=C2C2=NC=CC=C2)C(=O)N2[C@@H](C3=CC=CC=C3CC2)C)=C1 (1R)-2-[2-bromo-7-(pyridin-2-yl)pyrazolo[1,5-a]pyrimidine-5-carbonyl]-1-methyl-1,2,3,4-tetrahydroisoquinoline